21-Hydroxy-nonacosa-23,26-dienoic acid OC(CCCCCCCCCCCCCCCCCCCC(=O)O)CC=CCC=CCC